(±)-(1S,5R,6S)-2,2,6-trimethyl-9-methylene-6-vinylbicyclo[3.3.1]nonane CC1([C@@H]2CC[C@]([C@H](CC1)C2=C)(C=C)C)C |r|